CC1=CC=C(CC2NCCC2)C=C1 2-(4-methylbenzyl)pyrrolidine